(3S,5R)-N-(4-chloro-3-fluorophenyl)-1-(4-glycylpiperazine-1-carbonyl)-5-(hydroxymethyl)piperidine-3-carboxamide ClC1=C(C=C(C=C1)NC(=O)[C@@H]1CN(C[C@@H](C1)CO)C(=O)N1CCN(CC1)C(CN)=O)F